(R)-4-(3-(3-(2-((tert-butoxycarbonyl)amino)-2-phenylethyl)-1-(2-fluoro-6-(trifluoromethyl)benzyl)-6-methyl-2,4-dioxo-1,2,3,4-tetrahydropyrimidin-5-yl)-2-fluorophenoxy)butyric acid C(C)(C)(C)OC(=O)N[C@@H](CN1C(N(C(=C(C1=O)C=1C(=C(OCCCC(=O)O)C=CC1)F)C)CC1=C(C=CC=C1C(F)(F)F)F)=O)C1=CC=CC=C1